C(CC(O)(C(=O)O)CC(=O)O)(=O)O.C(CCCCCCCCCCC)C1=CC=CC=C1 dodecylbenzene (Citrate)